tert-Butyl 6-((2-fluoro-4-(trifluoromethyl)benzyl)oxy)-2-azaspiro[3.3]heptane-2-carboxylate FC1=C(COC2CC3(CN(C3)C(=O)OC(C)(C)C)C2)C=CC(=C1)C(F)(F)F